ClC=1C=C(SC1)C1=C(C=C2C(=NC(N3C2=C1SC[C@H](C3)N3C(C1=CC=CC=C1C3)=O)=O)N3C[C@@H](N[C@@H](C3)C)C)C(F)(F)F (S)-11-(4-chlorothiophen-2-yl)-8-((3S,5R)-3,5-dimethylpiperazin-1-yl)-3-(1-oxoisoindolin-2-yl)-10-(trifluoromethyl)-3,4-dihydro-2H,6H-[1,4]thiazepino[2,3,4-ij]quinazolin-6-one